6-methyl-4-[(1-methylcyclopropyl)amino]-N-(pyridin-3-yl)furo[2,3-d]pyrimidine-5-carboxamide CC1=C(C2=C(N=CN=C2NC2(CC2)C)O1)C(=O)NC=1C=NC=CC1